(R)-5-chloro-N-(2,4-difluoro-3-(2-((2-hydroxy-1-phenylethyl)amino)quinazolin-6-yl)phenyl)-2-(trifluoromethyl)benzenesulfonamide ClC=1C=CC(=C(C1)S(=O)(=O)NC1=C(C(=C(C=C1)F)C=1C=C2C=NC(=NC2=CC1)N[C@@H](CO)C1=CC=CC=C1)F)C(F)(F)F